BrC1=C(C=2N(C=C1)N=C(N2)N)OCC 7-bromo-8-ethoxy-[1,2,4]triazolo[1,5-a]pyridin-2-amine